[4-(N,N-diphenyl-amino)phenyl]benzidine C1(=CC=CC=C1)N(C1=CC=CC=C1)C1=CC=C(C=C1)C1=C(C=CC(=C1)N)C1=CC=C(N)C=C1